NC=1C=NN(C1)C(C)C=1C=C(C(=NC1C)N1C([C@@H]2C[C@@H]2C1)=O)F (1R,5S)-3-(5-(1-(4-Amino-pyrazol-1-yl)ethyl)-3-fluoro-6-methylpyridin-2-yl)-3-azabicyclo[3.1.0]hexan-2-one